(6R)-6-({2-[4-(cyclopropoxy)phenyl][1,2,4]triazolo[1,5-c]quinazolin-5-yl}amino)-1,4-diazepan-5-one C1(CC1)OC1=CC=C(C=C1)C1=NN2C(=NC=3C=CC=CC3C2=N1)N[C@H]1C(NCCNC1)=O